2,4,6-triethyl-3,5-dimethylpyranium trifluoromethanesulfonate FC(S(=O)(=O)[O-])(F)F.C(C)C1=[O+]C(=C(C(=C1C)CC)C)CC